FC1=C(C=CC=C1F)C(O)C=1C=NC2=C(C=CC=C2C1)F (2,3-difluorophenyl)(8-fluoroquinolin-3-yl)methanol